5-(2-(dimethylamino)ethoxy)-4-(trifluoromethyl)picolinate CN(CCOC=1C(=CC(=NC1)C(=O)[O-])C(F)(F)F)C